neohexyl isovalerate C(CC(C)C)(=O)OCCC(C)(C)C